6-(4-Fluoro-1-((7-methoxynaphthalin-2-yl)methyl)-1H-indol-7-carboxamido)spiro[3.3]-heptan FC1=C2C=CN(C2=C(C=C1)C(=O)NC1CC2(CCC2)C1)CC1=CC2=CC(=CC=C2C=C1)OC